(1S,2S,4R,6S)-4-((6-(5-((((cyclobutylmethyl)(methyl)carbamoyl)oxy)methyl)-1-methyl-1H-1,2,3-triazol-4-yl)-2-methylpyridin-3-yl)oxy)bicyclo[4.1.0]heptane-2-carboxylic Acid C1(CCC1)CN(C(=O)OCC1=C(N=NN1C)C1=CC=C(C(=N1)C)O[C@H]1C[C@@H]([C@H]2C[C@H]2C1)C(=O)O)C